5-bromo-2-(1,3-dioxolan-2-yl)thiazole BrC1=CN=C(S1)C1OCCO1